NC=1SC(=CN1)C1=C2C=CN(C2=C(C=C1)C#N)C 4-(2-aminothiazol-5-yl)-1-methyl-1H-indole-7-carbonitrile